[PH2](=O)[O-].[Mg+2].[K+].[PH2](=O)[O-].[PH2](=O)[O-] potassium magnesium hypophosphite